C(C)(C)C=1C(=CC(=NC1)C=C)OC=1C(=NC(=NC1)N)N 5-((5-isopropyl-2-vinylpyridin-4-yl)oxy)pyrimidine-2,4-diamine